2-Difluoromethoxy-5-fluoroaniline FC(OC1=C(N)C=C(C=C1)F)F